COC=1N=C2C(=C3C(=NC2=CC1OC)CCCCC3)NN3CCN(CC3)C3COCC3 N-{2,3-dimethoxy-6H,7H,8H,9H,10H-cyclohepta[b]1,5-naphthyridin-11-yl}-4-(oxolan-3-yl)piperazin-1-amine